C(C)(C)(C)C1=NOC(=C1)N 3-tert-butylisoxazol-5-amine